OCCC1=NC2=CC=CC=C2C=C1 (2-hydroxyethyl)quinolin